methyl 2-[4-[5-amino-4-cyano-1-(1-methylcyclopropyl)pyrazol-3-yl]-3-fluorophenyl]propanoate NC1=C(C(=NN1C1(CC1)C)C1=C(C=C(C=C1)C(C(=O)OC)C)F)C#N